(E)-4,4,4-trifluoro-1,3-diphenyl-2-buten-1-one FC(/C(=C/C(=O)C1=CC=CC=C1)/C1=CC=CC=C1)(F)F